FC(CN(C(C=O)(C)C)C)F 2-((2,2-difluoroethyl)(methyl)amino)-2-methylpropanal